benzyl 2-(benzyloxy)-4-((4-(tetrahydro-2H-pyran-4-yl)benzyl)amino)benzoate C(C1=CC=CC=C1)OC1=C(C(=O)OCC2=CC=CC=C2)C=CC(=C1)NCC1=CC=C(C=C1)C1CCOCC1